[Cl-].[Cl-].C(CCCCC=C)P 6-heptenyl-phosphine dichloride